CC=1N=NC=C(C1[C@@H](C)OC=1C=C2C(=NNC2=CC1)C=1C=CC(=NC1)N1C[C@H]2N(CC1)C[C@@H](C2)O)C (7R,8aS)-2-[5-[5-[(1R)-1-(3,5-dimethylpyridazin-4-yl)ethoxy]-1H-indazol-3-yl]-2-pyridyl]-3,4,6,7,8,8a-hexahydro-1H-pyrrolo[1,2-a]pyrazin-7-ol